C(CCCCCCC)C1=CC=C(C=C1)OC(C1=CC=C(C=C1)CCCC)=O 4-n-octylphenyl-4-butylbenzoate